2-(2,6-Dichlorobenzyl)-4-phenylimidazole ClC1=C(CC=2NC=C(N2)C2=CC=CC=C2)C(=CC=C1)Cl